(3S)-5-[(3R,4R)-3,4-difluoropyrrolidin-1-yl]-3-{[1-(1,3-thiazol-2-yl)-5-[2-(trifluoromethyl)phenyl]-1H-pyrazol-3-yl]formamido}pentanoic acid F[C@@H]1CN(C[C@H]1F)CC[C@@H](CC(=O)O)NC(=O)C1=NN(C(=C1)C1=C(C=CC=C1)C(F)(F)F)C=1SC=CN1